(R)-2-(tert-butoxy)-1-(5-chloropyridin-2-yl)ethan-1-ol C(C)(C)(C)OC[C@H](O)C1=NC=C(C=C1)Cl